1-heptyl-2-methylpyrrolium cyanide [C-]#N.C(CCCCCC)[NH+]1C(=CC=C1)C